C(C1=CC=CC=C1)N1C(NC=CC1=O)=O 3-Benzyl-pyrimidine-2,4(1H,3H)-dione